NC1=NC=C(C2=C1C(=C(N2C)C2=CC=C(C=C2)NC(\C=C\CN2CCOCCC2)=O)C2=CC(=C(C(=O)NCC(F)(F)F)C=C2)Cl)Br 4-[4-amino-7-bromo-2-(4-{[(2E)-4-(1,4-oxazepan-4-yl)-1-oxobut-2-enyl]amino}phenyl)-1-methylpyrrolo[3,2-c]pyridin-3-yl]-2-chloro-N-(2,2,2-trifluoroethyl)benzamide